ClC1=CC(=C2C(NC(N(C2=C1)C=1C(=NC=CC1)C)=O)=O)NCC(OCC)OCC 7-chloro-5-((2,2-diethoxyethyl)amino)-1-(2-methylpyridin-3-yl)quinazoline-2,4(1H,3H)-dione